4-((2S,4r,6S)-2-cyano-7-((5-methoxy-7-methyl-1H-indol-4-yl)methyl)-7-azaspiro[3.5]nonan-6-yl)-N-((6-oxo-1,6-dihydropyridin-3-yl)methyl)benzamide C(#N)C1CC2(C1)C[C@H](N(CC2)CC2=C1C=CNC1=C(C=C2OC)C)C2=CC=C(C(=O)NCC1=CNC(C=C1)=O)C=C2